2,2,2-trichloroethyl (2-(cyclopropylmethyl)-3-methyl-6,7-dihydro-5H-cyclopenta[b]pyridin-4-yl)carbamate C1(CC1)CC1=C(C(=C2C(=N1)CCC2)NC(OCC(Cl)(Cl)Cl)=O)C